N-(4-{[3-({2-[(tert-butyldimethylsilyl)oxy]ethyl}sulfanyl)-6-(5-chloro-2-fluorophenyl)pyridazin-4-yl]amino}pyridin-2-yl)-3-(4-methylpiperazin-1-yl)cyclopentane-1-carboxamide [Si](C)(C)(C(C)(C)C)OCCSC=1N=NC(=CC1NC1=CC(=NC=C1)NC(=O)C1CC(CC1)N1CCN(CC1)C)C1=C(C=CC(=C1)Cl)F